(3R,5S)-6-chloro-3,5-dihydroxyhexanoic acid tert-butyl ester C(C)(C)(C)OC(C[C@@H](C[C@@H](CCl)O)O)=O